N-[4-(4,6-difluoro-2H-benzotriazol-2-yl)-3-sulfamoylphenyl]-2-(2-fluorophenyl)acetamide FC1=CC(=CC2=NN(N=C21)C2=C(C=C(C=C2)NC(CC2=C(C=CC=C2)F)=O)S(N)(=O)=O)F